CN(C)C(C(=O)C1=C(C=C(C=C1)C1=CC=CC=C1)O)=C (dimethylamino)-1-(3-hydroxy-[1,1'-biphenyl]-4-yl)prop-2-en-1-one